C(C)OC(CCC(=O)C1=NC(=CC(=C1O)Br)C1=CC=C(C=C1)OC)=O 4-[4-Bromo-3-hydroxy-6-(4-methoxy-phenyl)-pyridin-2-yl]-4-oxo-butyric acid ethyl ester